4-ethoxy-N-(7-fluoro-2-methylimidazo[1,2-a]pyridin-6-yl)-2-(piperazin-1-yl)pyrimidine-5-carboxamide formate salt C(=O)O.C(C)OC1=NC(=NC=C1C(=O)NC=1C(=CC=2N(C1)C=C(N2)C)F)N2CCNCC2